(8S,11R,13S,14S,17R)-17-Acetyl-11-(4-((7-hydroxyheptyl)(methyl)amino)phenyl)-13-methyl-3-oxo-2,3,6,7,8,11,12,13,14,15,16,17-dodecahydro-1H-cyclopenta[a]phenanthren-17-yl Acetate C(C)(=O)O[C@@]1(CC[C@H]2[C@@H]3CCC4=CC(CCC4=C3[C@H](C[C@]12C)C1=CC=C(C=C1)N(C)CCCCCCCO)=O)C(C)=O